propaneol C(CC)O